methyl-2-phenyl-2,3-dihydrobenzofuran CC1(OC2=C(C1)C=CC=C2)C2=CC=CC=C2